menthane-1,8-diamine C1(CCC(CC1)C(C)(C)N)(C)N